ClC(C(C)=O)C(C)C 3-chloro-4-methylpentan-2-on